C1C=2N(C(N1)=O)C=CC2 1H-pyrrolo[1,2-c]imidazol-3(2H)-one